n-butylalcohol C(CCC)O